7-(1,2-dimethylbenzimidazol-5-yl)-3-fluoro-5H-thieno[2,3-d]pyridazin-4-one CN1C(=NC2=C1C=CC(=C2)C2=NNC(C1=C2SC=C1F)=O)C